2-((4-(4-chloro-3-fluorophenyl)-2,3,9-trimethyl-6H-thieno[3,2-f][1,2,4]triazolo[4,3-a][1,4]diazepin-6-yl)methyl)oxazole ClC1=C(C=C(C=C1)C1=NC(C=2N(C3=C1C(=C(S3)C)C)C(=NN2)C)CC=2OC=CN2)F